3-ethanesulfonyl-5,5-dimethyl-2-isoxazoline C(C)S(=O)(=O)C1=NOC(C1)(C)C